N[C@@H](C)C(=O)OCCCCCCCCCCCCCC myristyl alaninate